O=C(/C=C/C1=CC=C(OC2=C(C(=O)O)C=CC(=C2)C(=O)O)C=C1)C1=CC=CC=C1 2-[4-[(E)-3-Oxo-3-phenylprop-1-enyl]phenoxy]terephthalic acid